C(C)(C)(C)OC(CN1[C@@H](CN(C[C@@H]1C)CCOC1=C(C=C(C=C1)N1C(N(C(C1(C)C)=O)C1=CC(=C(C=C1)C#N)C(F)(F)F)=S)CC)C)=O 2-((2R,6s)-4-(2-(4-(3-(4-cyano-3-(trifluoromethyl)phenyl)-5,5-dimethyl-4-oxo-2-thioxoimidazolidin-1-yl)-2-ethylphenoxy)ethyl)-2,6-dimethylpiperazin-1-yl)acetic acid tert-butyl ester